((cyanomethyl)amino)cyclopropane-1-carbonitrile C(#N)CNC1(CC1)C#N